tert-butyl 4'-amino-2'-methyl[1,1'-biphenyl]-4-carboxylate NC1=CC(=C(C=C1)C1=CC=C(C=C1)C(=O)OC(C)(C)C)C